Enantholactone C1(CCCCCCO1)=O